C1=CC(=CC=C1CO)CO p-xylyl alcohol